{[(1-{2-Chloro-4-fluoro-5-[3-methyl-2,6-dioxo-4-(trifluoromethyl)-3,6-dihydropyrimidine-1(2H)-yl]phenoxy}cyclopropyl)carbonyl]oxy}acetic acid ClC1=C(OC2(CC2)C(=O)OCC(=O)O)C=C(C(=C1)F)N1C(N(C(=CC1=O)C(F)(F)F)C)=O